C1(CC1)N[C@H]1[C@@H](CCCC1)O (1R,2R)-2-cyclopropylamino-1-cyclohexanol